(S)-3-(4-fluorophenyl)piperidine tert-butyl-(1R,5S)-3-benzyl-6-(2-hydroxyethylidene)-3,8-diazabicyclo[3.2.1]octane-8-carboxylate C(C)(C)(C)OC(=O)N1[C@H]2CN(C[C@@H]1C(C2)=CCO)CC2=CC=CC=C2.FC2=CC=C(C=C2)[C@H]2CNCCC2